N[C@@H](C(=O)N[C@@H]1CN(CC[C@H]1C1=CC=CC=C1)C(=O)C=1C=2N(C=CC1)C=NC2)C (R)-2-amino-N-((3S,4S)-1-(imidazo[1,5-a]pyridine-8-carbonyl)-4-phenylpiperidin-3-yl)propanamide